3-((1s,3s)-1-(4-chlorophenyl)-3-fluorocyclobutyl)-4,5-dicyclopropyl-4H-1,2,4-triazole C1CC1C2=NN=C(N2C3CC3)C4(CC(C4)F)C5=CC=C(C=C5)Cl